ClC1=C(C(=O)NC2=C3C=NN(C3=CC=C2)C2=CC(=C(C=C2)C)C(F)(F)F)C=C(C=C1)CNS(=O)(=O)C1CC1 2-chloro-5-{[(cyclopropylsulfonyl)amino]methyl}-N-{1-[4-methyl-3-(trifluoromethyl)phenyl]-1H-indazol-4-yl}benzamide